(R)-1-(1-benzylpyrrolidine-3-yl)-3-(naphthalen-1-yl)urea C(C1=CC=CC=C1)N1C[C@@H](CC1)NC(=O)NC1=CC=CC2=CC=CC=C12